CN(C1=CC=C(C=C1)C=1SC2=C(N1)C=CC(=C2)OC2CC(C2)OC2CCNCC2)C N,N-dimethyl-4-[6-[(1r,3r)-3-(piperidin-4-yloxy)cyclobutoxy]-1,3-benzothiazol-2-yl]aniline